4-(2-methoxyphenyl)-6-methyl-N-(6-(phenylamino)-4,5,6,7-tetrahydrobenzo[d]thiazol-2-yl)nicotinamide COC1=C(C=CC=C1)C1=CC(=NC=C1C(=O)NC=1SC2=C(N1)CCC(C2)NC2=CC=CC=C2)C